N-(5-(6-(3,3-dimethyl-2,3-dihydrobenzo[b][1,4]dioxin-6-yl)-1-oxo-3,4-dihydroisoquinolin-2(1H)-yl)-2-((2-methoxyethoxy)methoxy)phenyl)methanesulfonamide CC1(OC2=C(OC1)C=CC(=C2)C=2C=C1CCN(C(C1=CC2)=O)C=2C=CC(=C(C2)NS(=O)(=O)C)OCOCCOC)C